NC1CN(C1)C1=CC(=C2C(C(=CN(C2=N1)C=1SC=CN1)C(=O)OCC)=O)C ethyl 7-(3-aminoazetidin-1-yl)-5-methyl-4-oxo-1-(1,3-thiazol-2-yl)-1,4-dihydro-1,8-naphthyridine-3-carboxylate